CC1=C(OC(C(=O)O)(C)C)C(=CC(=C1)CN1C(N(CC1)C1=CC=C(C=C1)OC(F)(F)F)=O)C 2-(2,6-dimethyl-4-((2-oxo-3-(4-(trifluoromethoxy)phenyl)imidazolin-1-yl)methyl)phenoxy)-2-methylpropanoic acid